ClC=1C(=CC(=NC1)OC)C1=CC(=NN1)C(=O)N1CCC(CC1)C(=O)NCC=1C=CC2=C(N(C(O2)=O)C)C1 (5-(5-chloro-2-methoxypyridin-4-yl)-1H-pyrazole-3-carbonyl)-N-((3-methyl-2-oxo-2,3-dihydrobenzo[d]oxazol-5-yl)methyl)piperidine-4-carboxamide